C(=O)(O)C1=C(C=C(C=C1)B(O)O)Cl 4-CARBOXY-3-CHLOROPHENYLBORONIC ACID